FC(CN1C(=NC=2C1=NC(=CC2)C=2C=CN1N=C(N=CC12)N[C@@H]1[C@@H](CN(CC1)C1(COC1)C#N)F)C)F 3-((3R,4S)-4-((5-(3-(2,2-Difluoroethyl)-2-methyl-3H-imidazo[4,5-b]pyridin-5-yl)pyrrolo[2,1-f][1,2,4]triazin-2-yl)amino)-3-fluoropiperidin-1-yl)oxetane-3-carbonitrile